Ethyl 6-bromo-4-oxo-1,4-dihydroquinoline-3-carboxylate BrC=1C=C2C(C(=CNC2=CC1)C(=O)OCC)=O